COC1=CC=C(C=N1)N1C(CCC1)=O 1-(6-methoxypyridin-3-yl)pyrrolidin-2-one